O=C1N(N=C(C=C1C(=O)NC(C(F)(F)F)C(C)(C)O)C1=CC=C(C=C1)C(F)(F)F)C=1C=NC=CC1 (+)-3-Oxo-2-(pyridin-3-yl)-N-(1,1,1-trifluoro-3-hydroxy-3-methylbutan-2-yl)-6-[4-(trifluoromethyl)phenyl]-2,3-dihydropyridazine-4-carboxamide